C(C1=CC=CC=C1)OC1=C(C=C(C=C1F)F)N1C(C2([C@@H]1C1=C(C=C(C(=C1)F)Br)OC)CCCC2)=O (3S)-2-[2-(benzyloxy)-3,5-difluorophenyl]-3-(4-bromo-5-fluoro-2-methoxyphenyl)-2-azaspiro[3.4]octan-1-one